FC=1N(N=C2C=CC(=CC12)B1OC(C(O1)(C)C)(C)C)C 3-Fluoro-2-methyl-5-(4,4,5,5-tetramethyl-1,3,2-dioxaborolan-2-yl)indazole